tert-butyl 2-(4-((6-(3-(tert-butoxycarbonyl)-3-(2,6-dichloro-3,5-dimethoxyphenyl)-1-methylureido)pyrimidin-4-yl)amino)-3-nitrophenyl)-2,7-diazaspiro[3.5]nonane-7-carboxylate C(C)(C)(C)OC(=O)N(C(N(C)C1=CC(=NC=N1)NC1=C(C=C(C=C1)N1CC2(C1)CCN(CC2)C(=O)OC(C)(C)C)[N+](=O)[O-])=O)C2=C(C(=CC(=C2Cl)OC)OC)Cl